FC1(CC=C(CC1)B(O)O)F 4,4-difluorocyclohex-1-enylboronic acid